triisopropylsilyl trimethylsilylethyl ether C[Si](C)(C)CCO[Si](C(C)C)(C(C)C)C(C)C